6-(5-(benzylthio)-4-methylthiazol-2-yl)-8-(2',5'-difluoro-[1,1'-biphenyl]-4-yl)-2-oxa-6,8-diazaspiro[3.5]nonan-7-one C(C1=CC=CC=C1)SC1=C(N=C(S1)N1CC2(COC2)CN(C1=O)C1=CC=C(C=C1)C1=C(C=CC(=C1)F)F)C